BrCCOCC1=CC=C(COCCSC2=C3CN(C(C3=CC=C2)=O)C2C(NC(CC2)=O)=O)C=C1 3-(4-((2-((4-((2-bromoethoxy)methyl)benzyl)oxy)ethyl)thio)-1-oxoisoindolin-2-yl)piperidine-2,6-dione